2-(2,6-difluorophenyl)-6-(hydroxymethyl)-6,7-dihydro-5H-pyrazolo[5,1-b][1,3]oxazine-3-carboxylic acid ethyl ester C(C)OC(=O)C=1C(=NN2C1OCC(C2)CO)C2=C(C=CC=C2F)F